ethyl 2-(6-methoxy-1-oxo-3,4-dihydroisoquinolin-2-yl)acetate COC=1C=C2CCN(C(C2=CC1)=O)CC(=O)OCC